7-chloro-9-(4-chloro-2-fluoro-phenyl)-2-(difluoromethyl)-3-methyl-pyrazino[1,2-a]pyrimidin-4-one ClC=1N=C(C=2N(C(C(=C(N2)C(F)F)C)=O)C1)C1=C(C=C(C=C1)Cl)F